COCCOCC=1C=CC=NC1 5-((2-methoxyethoxy)methyl)pyridine